2-[2-(trifluoromethyl)-5-[4-(trifluoromethyl)cyclohexyl]-4-pyridyl]-1H-1,6-naphthyridin-4-one FC(C1=NC=C(C(=C1)C=1NC2=CC=NC=C2C(C1)=O)C1CCC(CC1)C(F)(F)F)(F)F